NC1=CC=CC2=C1C(=NN2)[N+](=O)[O-] 4-aminonitrobenzodiazole